N-(1-(2,6-dimethoxyphenyl)-2-(6-ethoxypyridin-2-yl)-1H-imidazo[4,5-b]pyrazin-6-yl)tetrahydro-2H-pyran-4-sulfonamide COC1=C(C(=CC=C1)OC)N1C(=NC=2C1=NC(=CN2)NS(=O)(=O)C2CCOCC2)C2=NC(=CC=C2)OCC